7-acryloyl-2-(4-cyclopropyl-2-(difluoromethoxy)phenyl)-2,3,4,5a,6,7,8,9-octahydro-5H-1,2,5,7-tetraazabenzo[cd]azulene-5-carboxylate C(C=C)(=O)N1CC2C3=C(N(N=C3CC1)C1=C(C=C(C=C1)C1CC1)OC(F)F)CCN2C(=O)[O-]